FC(OC1=C(C=C(C=N1)C(=O)NCC=1C(=NC=NC1)OC)F)F 6-(difluoromethoxy)-5-fluoro-N-[(4-methoxypyrimidin-5-yl)methyl]pyridine-3-carboxamide